NC1=C(C=C(OC2=C(C(=NC=N2)N(C(=O)OC(C)(C)C)C(=O)OC(C)(C)C)Cl)C=C1)F 6-(4-amino-3-fluorophenoxy)-5-chloro-N,N-di-tert-butoxycarbonylpyrimidin-4-amine